ClC1=CC=2N(C=C1)N=CC2C2=NC(=CC=C2F)N2C[C@@H](N[C@@H](C2)C)C 5-chloro-3-(6-((3S,5R)-3,5-dimethylpiperazin-1-yl)-3-fluoropyridin-2-yl)pyrazolo[1,5-a]pyridine